tert-Butyl 2-methyl-4-(1,3-thiazol-2-ylmethyl)piperazine-1-carboxylate CC1N(CCN(C1)CC=1SC=CN1)C(=O)OC(C)(C)C